NC1=NC2=C(N1C\C=C\CN1C(=NC3=C1C(=CC(=C3)C(N)=O)OC)N)C(=CC(=C2)C(N)=O)OCCCNC(OC(C)(C)C)=O tert-butyl (E)-(3-((2-amino-1-(4-(2-amino-5-carbamoyl-7-methoxy-1H-benzo[d]imidazol-1-yl)but-2-en-1-yl)-5-carbamoyl-1H-benzo[d]imidazol-7-yl)oxy)propyl)carbamate